tert-butyl (2R)-2-[[4-[[6-(1-hydroxyethyl)-3-isopropyl-imidazo[1,2-a]pyridin-8-yl]amino]-1-piperidyl]methyl]morpholine-4-carboxylate OC(C)C=1C=C(C=2N(C1)C(=CN2)C(C)C)NC2CCN(CC2)C[C@@H]2CN(CCO2)C(=O)OC(C)(C)C